OC=1C=C(C=CC1O)C=CC(=O)C1=CC=C(C=C1)[N+](=O)[O-] 3-(3,4-Dihydroxyphenyl)-1-(4-nitrophenyl)prop-2-en-1-one